N-((1H-benzo[d]imidazol-6-yl)methyl)-3-chloro-6,7-dihydrospiro[cyclopenta[d]pyrazolo[1,5-a]pyrimidine-5,1'-cyclopentane]-8-amine N1C=NC2=C1C=C(C=C2)CNC2=C1C(=NC=3N2N=CC3Cl)C3(CCCC3)CC1